C(C1=CC=CC=C1)OC1CC(C1)NC1=CC=C(C=C1)C1CCC(CC1)(C)C N-(3-(benzyloxy)cyclobutyl)-4-(4,4-dimethylcyclohexyl)aniline